S1C(=NN=C1)NC(C)=O N-([1,3,4]thiadiazol-2-yl)-acetamide